C1(=CCCC1)C=1CCCC2=C(C1C1=CC=C(C=C1)N1CCC(CC1)C(OC)OC)C=CC(=C2)OC 1-(4-(8-(cyclopent-1-en-1-yl)-3-methoxy-6,7-dihydro-5H-benzo[7]annulen-9-yl)phenyl)-4-(dimethoxymethyl)piperidine